O1C=CC=C1.[Be] beryllium oxol